NC1=CC=NN1C1=NN=C(S1)NC(=O)C1=CC(=C(C(O1)=O)OCCOC)C1=C(C=CC=C1C#N)Cl N-(5-(5-amino-1H-pyrazol-1-yl)-1,3,4-thiadiazol-2-yl)-4-(2-chloro-6-cyanophenyl)-3-(2-methoxyethoxy)-2-oxo-2H-pyran-6-carboxamide